FC1=C(OC2=C3C(=NC=C2)N(C=C3C3=CC=C(C#N)C=C3)COCC[Si](C)(C)C)C(=CC(=C1)[N+](=O)[O-])F 4-[4-(2,6-difluoro-4-nitrophenoxy)-1-{[2-(trimethylsilyl)ethoxy]methyl}-1H-pyrrolo[2,3-b]pyridin-3-yl]benzonitrile